3,4-dimethoxy-N-methyl-phenethylamine COC=1C=C(CCNC)C=CC1OC